trisodium calcium salt [Ca].[Na].[Na].[Na]